5-(4-chloro-6-morpholino-1,3,5-triazin-2-yl)thiophene-2-carbaldehyde ClC1=NC(=NC(=N1)N1CCOCC1)C1=CC=C(S1)C=O